Vinylene Carbon [C].C#C